2-(4-(3,3-difluoro-1-(4-methyl-4H-1,2,4-triazol-3-yl)cyclobutyl)-6-ethoxypyridin-2-yl)-6-(((1-methylcyclobutyl)amino)methyl)-4-(trifluoromethyl)isoindolin-1-one FC1(CC(C1)(C1=NN=CN1C)C1=CC(=NC(=C1)OCC)N1C(C2=CC(=CC(=C2C1)C(F)(F)F)CNC1(CCC1)C)=O)F